BrC1=CC=CC(=N1)C=1N2C(=NN1)CCC2CO (3-(6-Bromopyridin-2-yl)-6,7-dihydro-5H-pyrrolo[2,1-c][1,2,4]triazol-5-yl)methanol